O[C@@]1(C(N(CC1)C)=O)C1=CC(=NO1)C=1C=C(C=CC1)C=1SC(=C(N1)C(=O)OC)CC(C)C (R)-methyl 2-(3-(5-(3-hydroxy-1-methyl-2-oxopyrrolidin-3-yl)isoxazol-3-yl)phenyl)-5-isobutylthiazole-4-carboxylate